(S)-2-((3-chloro-2-((2-fluoro-4-(trifluoromethyl)benzyl)oxy)-5,8-dihydro-1,7-naphthyridin-7(6H)-yl)methyl)-1-(oxetan-2-ylmethyl)-1H-benzo[d]imidazole-6-carboxylic acid ClC=1C(=NC=2CN(CCC2C1)CC1=NC2=C(N1C[C@H]1OCC1)C=C(C=C2)C(=O)O)OCC2=C(C=C(C=C2)C(F)(F)F)F